2-(trans-4-(dimethylamino)cyclohexyl)-2,4-dimethyl-N-((6-methyl-4-(methylthio)-2-oxo-1,2-dihydropyridin-3-yl)methyl)-7-(6-thiomorpholinopyridin-3-yl)benzo[d][1,3]dioxole-5-carboxamide CN([C@@H]1CC[C@H](CC1)C1(OC2=C(O1)C(=CC(=C2C)C(=O)NCC=2C(NC(=CC2SC)C)=O)C=2C=NC(=CC2)N2CCSCC2)C)C